methyl 5-benzylisoxazole-3-carboxylate C(C1=CC=CC=C1)C1=CC(=NO1)C(=O)OC